2-[6-bromo-4-(2-fluoroethyl)-1-oxo-phthalazin-2-yl]-N-pyrimidin-2-yl-acetamide BrC=1C=C2C(=NN(C(C2=CC1)=O)CC(=O)NC1=NC=CC=N1)CCF